1,3,4,5-Tetra-O-acetyl-1-deuterio-2-O-methyl-L-arabinitol C(C)(=O)OC([C@H](OC)[C@@H](OC(C)=O)[C@@H](OC(C)=O)COC(C)=O)[2H]